FC1=CC=C(C=C1)N(C(OC1=C(C=C(C=C1C(F)(F)F)C(F)(F)F)C=1N=NN(C1)C1CC(C1)O)=O)C 2-[1-(3-hydroxycyclobutyl)-1H-1,2,3-triazol-4-yl]-4,6-bis(trifluoromethyl)phenyl N-(4-fluorophenyl)-N-methylcarbamate